benzyl (S)-2-(((S)-1-(4-methoxyphenyl)-2-((4-methoxyphenyl)amino)-2-oxoethyl)carbamoyl)-2-methylpyrrolidine-1-carboxylate COC1=CC=C(C=C1)[C@@H](C(=O)NC1=CC=C(C=C1)OC)NC(=O)[C@]1(N(CCC1)C(=O)OCC1=CC=CC=C1)C